(3-chloro-6-methoxybenzo[b]thiophen-2-yl)(3-methylthiophen-2-yl)methanone ClC=1C2=C(SC1C(=O)C=1SC=CC1C)C=C(C=C2)OC